CC1=CC=CC(=N1)C1=NC(=C2N=CNC2=N1)N1C=CC=2C(=NC=CC21)N2C(CCC2=O)=O 1-[1-[2-(6-methylpyridin-2-yl)-9H-purin-6-yl]pyrrolo[3,2-c]pyridin-4-yl]pyrrolidine-2,5-dione